N1C=C(C2=CC=CC=C12)CCNC=1C2=C(N=C(N1)C=1C=NC=C(C1)F)CN(CC2)S(=O)(=O)C N-(2-(1H-indol-3-yl)ethyl)-2-(5-fluoropyridin-3-yl)-7-(methylsulfonyl)-5,6,7,8-tetrahydropyrido[3,4-d]pyrimidin-4-amine